N-(3-(dimethoxymethyl)-5-(trifluoromethoxy)phenyl)-1-((2-(trimethylsilyl)ethoxy)methyl)-1H-1,2,3-triazol-5-amine COC(C=1C=C(C=C(C1)OC(F)(F)F)NC1=CN=NN1COCC[Si](C)(C)C)OC